N[C@@H](CCC(=O)OC(CCCCCCC)=O)C(=O)OC(CCCCCCC)=O di(caprylyl) L-glutamate